5,6-dichloro-1'-(2-hydroxyacetyl)-2'-methylspiro[indoline-3,3'-pyrrolidin]-2-one ClC=1C=C2C(=CC1Cl)NC(C21C(N(CC1)C(CO)=O)C)=O